4-[3-[(4-Chlorophenyl)methyl]pyrrolidin-1-yl]-6-(2,4-dioxo-1H-pyrimidin-5-yl)pyridazine-3-carbonitrile ClC1=CC=C(C=C1)CC1CN(CC1)C1=C(N=NC(=C1)C=1C(NC(NC1)=O)=O)C#N